3-[(cyclopentylamino)methyl]-1-[(2-methylphenyl)methyl]-1H-indole-2-carboxylic acid C1(CCCC1)NCC1=C(N(C2=CC=CC=C12)CC1=C(C=CC=C1)C)C(=O)O